3-(6-((3,5-di-tert-butylbenzyl)oxy)-[2,2'-binaphthyl]-5-yl)propiolic acid 4-nitrophenyl ester [N+](=O)([O-])C1=CC=C(C=C1)OC(C#CC1=C2C=CC(=CC2=CC=C1OCC1=CC(=CC(=C1)C(C)(C)C)C(C)(C)C)C1=CC2=CC=CC=C2C=C1)=O